SCCC[Si](OC)(C)C (3-mercaptopropyl)dimethyl(methoxy)silane